tert-butyl [(1S,3R)-3-{[6-(cyclopropylmethyl)thieno[2,3-d]pyrimidin-4-yl](methyl)amino}cyclopentyl]carbamate C1(CC1)CC1=CC2=C(N=CN=C2N([C@H]2C[C@H](CC2)NC(OC(C)(C)C)=O)C)S1